C[C@@H]1N(C2=CC=C3C(=C2CC1)N=C(N3CCN(C3CCOCC3)C)CCN3N=CC=C3)C(=O)OC methyl (7S)-7-methyl-3-{2-[methyl (oxan-4-yl)amino]ethyl}-2-[2-(1H-pyrazol-1-yl)ethyl]-3H,6H,7H,8H,9H-imidazo[4,5-f]quinoline-6-carboxylate